ClC(C1=NC(=NO1)C1=CC=C(CP(NC2=C(C=C(C=C2)F)F)(=O)C)C=C1)(F)F P-(4-(5-(chlorodifluoromethyl)-1,2,4-oxadiazol-3-yl)benzyl)-N-(2,4-difluorophenyl)-P-methylphosphinic amide